FC(O[C@H]1C[C@H](C1)NC(OC(C)(C)C)=O)(F)F tert-butyl (cis-3-(trifluoromethoxy)cyclobutyl)carbamate